ClC1=NC=C(C(=N1)NC1=C(C=C(C=C1)F)OC(C)C)C#N 2-chloro-4-((4-fluoro-2-isopropoxyphenyl)amino)pyrimidine-5-carbonitrile